7-(4-(trifluoromethyl)phenyl)-2-azaspiro[3.5]non-6-ene-2-carboxylic acid tert-butyl ester C(C)(C)(C)OC(=O)N1CC2(C1)CC=C(CC2)C2=CC=C(C=C2)C(F)(F)F